ClC=1C(=C(C(=C(C1OC)NC1=NC(=NC(=N1)C(C)(C)F)N)F)F)F N4-(5-chloro-2,3,4-trifluoro-6-methoxy-phenyl)-6-(1-fluoro-1-methyl-ethyl)-1,3,5-triazine-2,4-diamine